C(C)NC1=NC=NC(=C1OC)NC1=NNC(=C1)C 4-(ethylamino)-5-methoxy-6-((5-methyl-1H-pyrazol-3-yl)amino)pyrimidin